1-(6-{[4-(2-amino-8-methoxy-4-quinazolinyl)-1H-pyrazol-1-yl]methyl}-2-pyridinyl)cyclobutanol NC1=NC2=C(C=CC=C2C(=N1)C=1C=NN(C1)CC1=CC=CC(=N1)C1(CCC1)O)OC